C(C1=CC=C(C(=O)[O-])C=C1)(=O)OCCO hydroxy-ethyl terephthalate